ClC/1=C(CCC\C1=C/O)/C=C(/C(=O)O)\C#N (E)-3-((E)-2-chloro-3-(hydroxymethylene)cyclohex-1-en-1-yl)-2-cyanoacrylic acid